Tris(dimethylamino)butyl-tin CN(C)C(CCC[Sn])(N(C)C)N(C)C